C(C1=CC=CC=C1)OCC(C1=CC(=NC=C1)OC(F)F)NC(=O)NC12CCC(CC1)(CC2)F 1-(2-(benzyloxy)-1-(2-(difluoromethoxy)pyridin-4-yl)ethyl)-3-(4-fluorobicyclo[2.2.2]octan-1-yl)urea